S(CCN1C(NCC1)=O)CCN1C(NCC1)=O 1,1'-(thiobis(ethane-2,1-diyl))bis(imidazolidin-2-one)